C(CC)C1=CC(NC1)=O 4-propyl-1,5-dihydropyrrole-2-one